16-((4-((tert-butoxycarbonyl)amino)-2,2-dimethylbutoxy)sulfonyl)hexadecanoic acid C(C)(C)(C)OC(=O)NCCC(COS(=O)(=O)CCCCCCCCCCCCCCCC(=O)O)(C)C